iron monosulfuric acid S(O)(O)(=O)=O.[Fe]